1-(1-(cyclopropylmethyl)-5-((2-(trifluoromethyl)pyridin-3-yl)thio)-1H-imidazo[4,5-b]pyrazin-2-yl)-4-methylpiperidin-4-amine C1(CC1)CN1C(=NC=2C1=NC=C(N2)SC=2C(=NC=CC2)C(F)(F)F)N2CCC(CC2)(N)C